COC=1C(=C2C=CNC2=C(C1)C)CN1[C@@H](C[C@@H](CC1)C)C1=CC=C(C=C1)P(O)(O)=O (4-((2S,4R)-1-((5-methoxy-7-methyl-1H-indol-4-yl)methyl)-4-methylpiperidin-2-yl)phenyl)phosphonic acid